FC1=C(C=CC=C1F)C=1C=C(C=C2C=CC=NC12)N1CC2(CN(C2)C(C=C)=O)CC1 1-(6-(8-(2,3-difluorophenyl)-6-quinolinyl)-2,6-diazaspiro[3.4]octan-2-yl)-2-propen-1-one